(R)-1-(4-(1-aminoethyl)phenyl)-2-hydroxy-4,8-dimethyl-6(5H)-phenanthridinone hydrochloride Cl.N[C@H](C)C1=CC=C(C=C1)C1=C(C=C(C=2NC(C3=CC(=CC=C3C12)C)=O)C)O